COC[C@H]1N(C[C@@H](C1)NC(=O)C=1OC(=CN1)C1=CC(=CC=C1)C(F)(F)F)C(=O)OC(C)(C)C tert-butyl (2S,4R)-2-(methoxymethyl)-4-(5-(3-(trifluoromethyl)-phenyl)oxazole-2-carboxamido)pyrrolidine-1-carboxylate